(S)-tert-butyl 5-(2-(2-((5-chloro-2-(1H-tetrazol-1-yl) phenyl) amino)-2-oxoacetylamino)-3-(4-((phenoxycarbonyl) amino) phenyl) propionamido)-1H-indole-2-carboxylate ClC=1C=CC(=C(C1)NC(C(=O)N[C@H](C(=O)NC=1C=C2C=C(NC2=CC1)C(=O)OC(C)(C)C)CC1=CC=C(C=C1)NC(=O)OC1=CC=CC=C1)=O)N1N=NN=C1